C1(CC1)C1=NOC(=N1)C12CCC(CC1)(CC2)CNC=2C=C(C=CC2)NC(OC(C)(C)C)=O tert-butyl (3-(((4-(3-cyclopropyl-1,2,4-oxadiazol-5-yl)bicyclo[2.2.2]octan-1-yl)methyl)amino)phenyl)carbamate